(2S,3S)-3-(4-(4-(4-(4-bromophenyl)piperazin-1-yl)phenyl)-1H-1,2,3-triazol-1-yl)pentan-2-ol BrC1=CC=C(C=C1)N1CCN(CC1)C1=CC=C(C=C1)C=1N=NN(C1)[C@H]([C@H](C)O)CC